O=CC(=O)[C@@H](O)[C@H](O)[C@H](O)C 6-Deoxy-D-arabino-hexos-2-ulose